9-([1,1'-biphenyl]-4-yl)anthracene C1(=CC=C(C=C1)C=1C2=CC=CC=C2C=C2C=CC=CC12)C1=CC=CC=C1